C=C1[C@@H](O[C@@H]([C@H]1O)CO)N1C(=O)N=C(N)C=C1 Deoxy-2'-methylidenecytidine